2-(2-(3'-(3-(2,6-diazaspiro[3.5]non-2-yl)propoxy)-2,2'-dimethyl-[1,1'-biphenyl]-3-yl)-6,7-dihydrothiazolo[5,4-c]pyridin-5(4H)-yl)ethanol C1N(CC12CNCCC2)CCCOC=2C(=C(C=CC2)C2=C(C(=CC=C2)C=2SC=1CN(CCC1N2)CCO)C)C